C(C)(=O)O[O-].[Na+] sodium peracetate salt